2,4,6-Tripropyl-1,3,5,2,4,6-trioxatriphosphorinane-2,4,6-trioxid C(CC)P1(OP(OP(O1)(CCC)=O)(CCC)=O)=O